5-(3-Methoxyphenyl)-N-(3-(2-(piperidin-1-yl)propyl)-1,2,4-thiadiazol-5-yl)thiophene-3-Formamide COC=1C=C(C=CC1)C1=CC(=CS1)C(=O)NC1=NC(=NS1)CC(C)N1CCCCC1